C1(CC1)C1=C(C(=NO1)C1=C(C=CC=C1Cl)Cl)C=C1CC2(C1)CN(CC2)C=2SC1=C(N2)C(=CC(=C1)C(=O)O)F 2-(2-((5-cyclopropyl-3-(2,6-dichlorophenyl)isoxazol-4-yl)methylene)-6-azaspiro[3.4]oct-6-yl)-4-fluorobenzo[d]thiazole-6-carboxylic acid